F[B-](F)(F)F.CC=1C(=C([C-](C1)C)C)C.C1(C(=C(C(=C1C)C)C)C)(C)C.[Fe+2] decamethyl-ferrocenium tetrafluoroborate